ClC1=C(C=CC(=C1)F)C1=CC(=NC2=CC(=CC=C12)O[C@@H](C(=O)N1CCCCC1)C)C (3S)-1-[(2R)-2-[[4-(2-chloro-4-fluoro-phenyl)-2-methyl-7-quinolyl]oxy]propanoyl]piperidine